[Br-].C(C1=CC=CC=C1)[N+]1=CC(=CC=C1)O 1-benzyl-3-hydroxypyridin-1-ium bromide